2,6-dibenzyl-oxo-3-(3-bromophenyl)pyridine C(C1=CC=CC=C1)C1=NC(=CC(C1C1=CC(=CC=C1)Br)=O)CC1=CC=CC=C1